FC1=CC2=C(OCCCN2)C=C1F 7,8-di-fluoro-2,3,4,5-tetrahydrobenzo[b][1,4]oxazepine